CC=1N=CSC1C1=CC=C(C=C1)C(=O)N [4-(4-methyl-1,3-thiazol-5-yl)phenyl]carboxamide